N-((9-beta-D-ribofuranosylpurine-6-yl)-carbamoyl)threonine [C@@H]1([C@H](O)[C@H](O)[C@H](O1)CO)N1C2=NC=NC(=C2N=C1)NC(=O)N[C@@H]([C@H](O)C)C(=O)O